(1S,3S)-4'-Chloro-5'-(3-(dimethylcarbamoyl)-2-fluorophenyl)-3-methyl-1',2'-dihydrospiro[cyclopentane-1,3'-pyrrolo[2,3-b]pyridine]-3-carboxamide ClC1=C2C(=NC=C1C1=C(C(=CC=C1)C(N(C)C)=O)F)NC[C@@]21C[C@](CC1)(C(=O)N)C